(3S,5S)-5-(2-(bis(2,4-dimethoxybenzyl)amino)pyrimidin-5-yl)tetrahydrofuran-3-yl (4-nitrophenyl) carbonate C(O[C@@H]1CO[C@@H](C1)C=1C=NC(=NC1)N(CC1=C(C=C(C=C1)OC)OC)CC1=C(C=C(C=C1)OC)OC)(OC1=CC=C(C=C1)[N+](=O)[O-])=O